Cl.NCCC1=CC=C(C=C1)S(=O)(=O)NC=1C=CC(=C2C(=CNC12)C#N)C 4-(2-aminoethyl)-N-(3-cyano-4-methyl-1H-indol-7-yl)benzene-1-sulfonamide hydrochloride